(3-amino-4-methyl-phenoxy)acetic acid methyl ester COC(COC1=CC(=C(C=C1)C)N)=O